CC1=C(C=CC=C1NC(C1=NC=C(C(=C1)C)CN1CC(CC1)(F)F)=O)C1=C(C(=CC=C1)NC(C1=NC=C(C(=C1)C)CN1CC(CC1)(F)F)=O)C N,N'-(2,2'-dimethyl-[1,1'-biphenyl]-3,3'-diyl)bis(5-((3,3-difluoropyrrolidin-1-yl)methyl)-4-methylpicolinamide)